12-[(7-nitrobenzo[c][1,2,5]oxadiazol-4-yl)amino]dodecanamide [N+](=O)([O-])C1=CC=C(C=2C1=NON2)NCCCCCCCCCCCC(=O)N